BrC1=NC=C(C(=N1)\C=C\OCC)F (E)-2-bromo-4-(2-ethoxyvinyl)-5-fluoropyrimidine